C(C)(C)(C)OC(CCCCN1CC(CCC1)(F)F)=O 5-(3,3-difluoropiperidin-1-yl)pentanoic acid tert-butyl ester